NC12COC(CC1)(CC2)CN2[C@@H](CN(CC2)C2=CC(=C(C=C2)C2C(NC(CC2)=O)=O)Cl)C 3-[4-[(3R)-4-[(4-amino-2-oxabicyclo[2.2.2]octan-1-yl)methyl]-3-methyl-piperazin-1-yl]-2-chloro-phenyl]piperidine-2,6-dione